ClC=1C(=C(C=CC1)C1(CCC1)CN1[C@@H](CC(CC1)(C(=O)O)CC1=NC(=CC=C1F)NC1=NNC(=C1)C)C)F (2R)-1-((1-(3-chloro-2-fluorophenyl)cyclobutyl)methyl)-4-((3-fluoro-6-((5-methyl-1H-pyrazol-3-yl)amino)pyridin-2-yl)methyl)-2-methylpiperidine-4-carboxylic acid